NC1=NN(C2=CC=CC(=C12)C=1C=C2C=CC=C(C2=CC1)C(=O)NC1=NOC(=C1)C)C1=CC=CC=C1 6-(3-amino-1-phenyl-1H-indazol-4-yl)-N-(5-methylisoxazol-3-yl)-1-naphthamide